3-[(4-Acetamidophenyl)thio]isonicotinic acid C(C)(=O)NC1=CC=C(C=C1)SC1=C(C(=O)O)C=CN=C1